hexonate C[N+](C)(C)CCCCCC[N+](C)(C)C.C1=CC(=CN=C1)C(=O)[O-].C1=CC(=CN=C1)C(=O)[O-]